O=C1N(CCC(N1)=O)N1C(C2=CC=C(C=C2C1=O)CN1CCC(CC1)N1N=C2C=C(C(=CC2=C1)NC(C1=CC(=CC=C1)C(F)(F)F)=O)OC)=O N-(2-(1-((2-(2,4-dioxotetrahydropyrimidin-1(2H)-yl)-1,3-dioxoisoindolin-5-yl)methyl)piperidin-4-yl)-6-methoxy-2H-indazol-5-yl)-3-(trifluoromethyl)benzamide